BrC1=C(C=CC(=C1)Cl)C(O)C1=CC=C(C=C1)Cl (2-bromo-4-chlorophenyl)(4-chlorophenyl)methanol